4-bromomethyl-3,5-dimethylisoxazole BrCC=1C(=NOC1C)C